N1([C@H](CNCC1)C(=O)OC)C(=O)OCCCC butyl 2-methyl (2R)-piperazine-1,2-dicarboxylate